(R)-N-((S)-1-(6-fluoropyridin-2-yl)propyl)-2-methylpropane-2-sulfinamide FC1=CC=CC(=N1)[C@H](CC)N[S@](=O)C(C)(C)C